7-(((2-((2-(Diethylamino)ethyl)(isopropyl)amino)ethoxy)carbonyl)oxy)tridecane-1,13-diylbis(2-hexyldecanoate) C(C)N(CCN(CCOC(=O)OC(CCCCCCC(C(=O)[O-])(CCCCCCCC)CCCCCC)CCCCCCC(C(=O)[O-])(CCCCCCCC)CCCCCC)C(C)C)CC